ClCC(C(=O)C1=CC(=CC=C1)F)C 3-Chloro-1-(3-fluorophenyl)-2-methylpropan-1-one